C/C/1=C\CCC(=C)[C@H]2CC([C@@H]2CC1)(C)C E-β-caryophyllene